1-allyl-7-bromo-1H-2,1-benzothiazin-4(3H)-one C(C=C)N1SCC(C2=C1C=C(C=C2)Br)=O